FC(C=1C=C(C=CC1)NC1=NC(=NC(=N1)NC1=CC(=CC=C1)C(C)C)N1CC(CC1)O)(F)F 1-(4-((3-(trifluoromethyl)phenyl)amino)-6-((3-isopropylphenyl)amino)-1,3,5-triazin-2-yl)pyrrolidin-3-ol